C(C)(=O)O[C@@H]1O[C@@H](C(C=C1)=O)C (2S,6R)-6-methyl-5-oxo-5,6-dihydro-2H-pyran-2-yl acetate